7-(5,6-dimethyl-1-(tetrahydro-2H-pyran-2-yl)-1H-indazol-4-yl)-6,8-difluoro-2-((1-(((R)-3-fluoropyrrolidin-1-yl)methyl)cyclopropyl)methoxy)quinazolin-4-ol CC=1C(=C2C=NN(C2=CC1C)C1OCCCC1)C1=C(C=C2C(=NC(=NC2=C1F)OCC1(CC1)CN1C[C@@H](CC1)F)O)F